C1=CC=CC=2CCC3=C4CC(CC4CCC3C12)O 7,9,11,12,13,15,16,17-octahydro-6H-cyclopenta[a]phenanthren-16-ol